1-decyl-4-ethylpyridinium chloride [Cl-].C(CCCCCCCCC)[N+]1=CC=C(C=C1)CC